4-cyclopropyl-5-[1-({4-[1-ethyl-4-(trifluoromethyl)imidazol-2-yl]phenyl}methyl)pyrazolo[4,3-c]pyridin-6-yl]-6-methoxypyrimidine C1(CC1)C1=NC=NC(=C1C1=CC2=C(C=N1)C=NN2CC2=CC=C(C=C2)C=2N(C=C(N2)C(F)(F)F)CC)OC